2,5-dichlorophenyl-carbodiimide ClC1=C(C=C(C=C1)Cl)N=C=N